C(CCCCCCC)[Sn](CCCCCCCC)(CCCCCCCC)CCCCCCCC tetra-octyl-tin